trans-3-((4-(4-chlorophenyl)phthalazin-1-yl)amino)-1-methylcyclobutan-1-ol ClC1=CC=C(C=C1)C1=NN=C(C2=CC=CC=C12)NC1CC(C1)(O)C